CN1CCC(CC1)OC=1C=C(C=C(C1)C(F)(F)F)C1=NC2=C(N1)C=CC(=C2)[N+](=O)[O-] 2-(3-((1-methylpiperidin-4-yl)oxy)-5-(trifluoromethyl)phenyl)-5-nitro-1H-benz[d]imidazole